4-chloro-1-oxo-5-(trifluoromethyl)-1,2-dihydroisoquinoline-7-carboxylic acid ClC1=CNC(C2=CC(=CC(=C12)C(F)(F)F)C(=O)O)=O